NC1CCC(CC1)NC1=NC2=C(C=C(C=C2C=N1)C1=CC(=C(C(=C1)F)NS(=O)(=O)C1=C(C=CC=C1)Cl)F)CC N-(4-(2-(((1r,4r)-4-aminocyclohexyl)amino)-8-ethylquinazolin-6-yl)-2,6-difluoro-phenyl)-2-chloro-benzenesulfonamide